NC=1C(=C(C=C2C=C(N=CC12)NC(OC1CCN(CC1)C1COC1)=O)C1=C(C2=C(OCCN2)N=C1)C)F 1-(Oxetan-3-yl)piperidin-4-yl (8-amino-7-fluoro-6-(8-methyl-2,3-dihydro-1H-pyrido[2,3-b][1,4]oxazin-7-yl)isoquinolin-3-yl)carbamate